FC=1C=CC=C2C3=C(C=CC(C[C@@]4(C[C@@H](CC4)NS(=O)(=O)C)C=4OC=C(COC12)N4)=C3)F N-[(1'R,14S)-6,19-difluorospiro[8,12-dioxa-21-azatetracyclo[14.3.1.110,13.02,7]henicosa-1(19),2,4,6,10,13(21),16(20),17-octaene-14,3'-cyclopentane]-1'-yl]methanesulfonamide